The molecule is an aspartic acid derivative comprising L-aspartic acid carrying an N-amidino substituent. It is a L-aspartic acid derivative and a N-amidinoaspartic acid. It is a conjugate acid of a N-amidino-L-aspartate(1-) and a N-amidino-L-aspartate(2-). C([C@@H](C(=O)O)N=C(N)N)C(=O)O